FC1=C(C(=CC(=C1)OC1CN(C1)C(C)C)F)[C@H]1N([C@@H](CC2=C1NC1=CC=CC=C21)C)CC(C)(C)F (1R,3R)-1-[2,6-difluoro-4-(1-isopropylazetidin-3-yl)oxy-phenyl]-2-(2-fluoro-2-methyl-propyl)-3-methyl-1,3,4,9-tetrahydropyrido[3,4-b]indole